6-chloro-2-{2,8-dimethylimidazo[1,2-a]pyrazin-6-yl}pyrido-[1,2-a]pyrimidin-4-one ClC1=CC=CC=2N1C(C=C(N2)C=2N=C(C=1N(C2)C=C(N1)C)C)=O